C(CC)OC1=CC=C(CC(C[C@H](N)C(=O)O)C(=O)O)C=C1 γ-(4-propyloxybenzyl)-L-glutamic acid